C(C)(=O)C1=NN(C2=CC=C(C=C12)C(=O)N=[N+]=[N-])CC(=O)N(C(C)C)CC(=O)NCC1=C(C(=CC=C1)Cl)F 3-acetyl-1-(2-((2-((3-chloro-2-fluorophenylmethyl)amino)-2-oxoethyl)(isopropyl)amino)-2-oxoethyl)-1H-indazole-5-carbonyl azide